4H,5H,6H,7H-pyrazolo[1,5-a]pyridin-2-ol N1=C(C=C2N1CCCC2)O